1-N'-(4-fluorophenyl)-1-N-[4-[7-(1-methylimidazol-4-yl)quinolin-4-yl]oxy-phenyl]cyclopropane-1,1-dicarboxamide FC1=CC=C(C=C1)NC(=O)C1(CC1)C(=O)NC1=CC=C(C=C1)OC1=CC=NC2=CC(=CC=C12)C=1N=CN(C1)C